CS(=O)(=O)OCC1(CN(C1)S(=O)(=O)C1=C(C=C(C=C1)Cl)Cl)CO[Si](C)(C)C(C)(C)C (3-(((tert-butyldimethylsilyl)oxy)methyl)-1-((2,4-dichlorophenyl)sulfonyl)azetidin-3-yl)methyl methanesulfonate